NC1=CC(=CC=C1)C m-Toluidine